4,4'-Dihydroxy-3,3',5,5'-tetra(tert.-Butyl)biphenyl OC1=C(C=C(C=C1C(C)(C)C)C1=CC(=C(C(=C1)C(C)(C)C)O)C(C)(C)C)C(C)(C)C